P(=O)([O-])([O-])[O-].[Fe+3].[Li] lithium iron(3+) phosphate